FC=1C=CC=2N(C1)C(=NC2CC(C)N(C)C)C 1-(6-fluoro-3-methylimidazo[1,5-a]pyridin-1-yl)-N,N-dimethylpropan-2-amine